OC1=C(C=O)C=C(C(=C1)OCC(=C)C)CC=C(C)C 2-hydroxy-4-[(2-methylallyl)oxy]-5-(3-methylbut-2-en-1-yl)benzaldehyde